2-(1,4-dioxaspiro[4.5]dec-8-yl)thiazole O1CCOC12CCC(CC2)C=2SC=CN2